6-(2-methoxyphenyl)benzo[d][1,3]dioxole-5-carboxylic acid COC1=C(C=CC=C1)C=1C(=CC2=C(OCO2)C1)C(=O)O